2-chloro-N-(6-chloro-4-ethylpyridazin-3-yl)benzenesulfonamide ClC1=C(C=CC=C1)S(=O)(=O)NC=1N=NC(=CC1CC)Cl